3-(6-(4-((4-(4-(9-chloro-10-oxo-2-propylamino-10H-chromeno[3,2-b]pyridin-4-yl)phenyl)piperazin-1-yl)methyl)piperidin-1-yl)-4-methoxy-1-oxoisoindolin-2-yl)piperidine-2,6-dione ClC=1C=2C(C3=NC(=CC(=C3OC2C=CC1)C1=CC=C(C=C1)N1CCN(CC1)CC1CCN(CC1)C1=CC(=C2CN(C(C2=C1)=O)C1C(NC(CC1)=O)=O)OC)NCCC)=O